ClC1=C(C(=O)O)C(=CC=C1Cl)Cl 2,3,6-trichlorobenzoic acid